rel-N-[(3S,4R)-7-cyclopropyl-6-oxo-4-({[(1s,4S)-4-phenylcyclohexyl]oxy}methyl)-1,3,4,6-tetrahydro-2H-quinolizin-3-yl]methanesulfonamide C1(CC1)C=1C(N2[C@H]([C@H](CCC2=CC1)NS(=O)(=O)C)COC1CCC(CC1)C1=CC=CC=C1)=O |o1:6,7|